5-(imidazo[1,2-a]pyridin-6-yl)-2-isobutyl-7H-pyrrolo[2,3-d]pyrimidine N=1C=CN2C1C=CC(=C2)C2=CNC=1N=C(N=CC12)CC(C)C